ClC1=C2O[C@@H](CCOC=CN=C3N(C(N4C(C(=CC1=C34)F)=N2)=O)COCC[Si](C)(C)C)C (R)-6-chloro-4-fluoro-9-methyl-1-((2-(trimethylsilyl)ethoxy)methyl)-10,11-dihydro-9H-8,12-dioxa-1,2a,15,16-tetraaza-3,7-(metheno)cyclotrideca[cd]inden-2(1H)-one